(S)-2-(8-Oxa-3-aza-bicyclo[3.2.1]oct-3-yl)-9-(2-oxo-2-pyridin-2-ylethyl)-8-trifluoromethyl-6,7,8,9-tetrahydro-pyrimido[1,2-a]-pyrimidin-4-one C12CN(CC(CC1)O2)C=2N=C1N(C(C2)=O)CC[C@H](N1CC(C1=NC=CC=C1)=O)C(F)(F)F